2,2-diaminoethylene glycol diphenyl ether C1(=CC=CC=C1)OCC(N)(N)OC1=CC=CC=C1